C(C)C1CCC(CC1)C1CCC(CC1)CCCCC 4-ethyl-4'-pentylbi(cyclohexane)